CC(C)(C#CC(C)(OOC(C)(C)C)C)OOC(C)(C)C 2,5-Dimethyl-2,5-Di(Tert-Butylperoxy)Hexyne